FC1=C2CN(CC2=CC(=C1F)F)C(=O)NC1=CC=C(C=C1)C12CC(C1)(C2)C(NCC(C)(C)O)=O 4,5,6-trifluoro-N-(4-(3-((2-hydroxy-2-methylpropyl)carbamoyl)bicyclo[1.1.1]pentan-1-yl)phenyl)isoindoline-2-carboxamide